(E)-3-bromo-2-(2-methoxyvinyl)-1-p-toluenesulfonyl-1H-pyrrole BrC1=C(N(C=C1)S(=O)(=O)C1=CC=C(C)C=C1)\C=C\OC